(3-bromo-4-(trifluoromethyl)phenyl)methanol 2-BUTOXYETHYL-ACETATE C(CCC)OCCCC(=O)OCC1=CC(=C(C=C1)C(F)(F)F)Br